ClC1=C(C(=C2C=NNC2=C1)C1=CC=C2C(=NC(=NC2=C1F)OC[C@]12CCCN2C[C@@H](C1)F)N1CC2(CNC(O2)=O)CCC1)\C=C/C 7-(7-(6-Chloro-5-((Z)-prop-1-en-1-yl)-1H-indazol-4-yl)-8-fluoro-2-(((2R,7aS)-2-fluorotetrahydro-1H-pyrrolizin-7a(5H)-yl)methoxy)quinazolin-4-yl)-1-oxa-3,7-diazaspiro[4.5]decan-2-one